(1S,3S,4S)-2-[(2R)-2-(3-chloro-2-methyl-anilino)propanoyl]-N-[(1R)-1-cyano-2-[(3R)-2-oxo-3-piperidyl]ethyl]-5,5-difluoro-2-azabicyclo[2.2.2]octane-3-carboxamide ClC=1C(=C(N[C@@H](C(=O)N2[C@@H]3CC([C@H]([C@H]2C(=O)N[C@H](C[C@@H]2C(NCCC2)=O)C#N)CC3)(F)F)C)C=CC1)C